FC=1C=C2CN(CC2=CC1)CC1=NN2C(=NC=3C(=CC=CC3C2=C1)OC)N 2-((5-fluoroisoindolin-2-yl)methyl)-7-methoxypyrazolo[1,5-c]quinazolin-5-amine